6-[1-Cyclopropyl-2-(dibenzylamino)-1-hydroxyethyl]-3-fluoro-2-(4-fluorophenyl)pyridin C1(CC1)C(CN(CC1=CC=CC=C1)CC1=CC=CC=C1)(O)C1=CC=C(C(=N1)C1=CC=C(C=C1)F)F